N(=C=S)CC1CC2CC(C1C2)CN=C=S 3,5-bis(isothiocyanatomethyl)norbornane